CC(=O)CC[C@@H]1[C@H](OC2=C1C(=C3C(=C2)C(=O)C4=C(C3=O)C(=CC(=C4)O)O)O)O The molecule is an anthrafuran that is 2,3-dihydroanthra[2,3-b]furan-5,10-dione substituted at positions 2, 4, 6 and 8 by hydroxy groups and at position 3 by a 3-oxobutyl group. It has a role as a metabolite. It is an anthrafuran, a polyphenol, a lactol and a member of p-quinones. It is a conjugate acid of a hydroxyversicolorone(1-).